C12N(CC(CC1)C2)C=2C=C1C(=CC=NC1=CC2)C(=O)OC(C)(C)C tert-Butyl 6-(2-azabicyclo[2.2.1]heptan-2-yl)quinoline-4-carboxylate